C(#N)C1(CC1)[C@H](C1=CC=2N(N=C1)C=C(N2)[C@H](C2CCC(CC2)(F)F)NC(OC(C)(C)C)=O)NC(CC2(CC2)C(F)(F)F)=O |o1:5| tert-Butyl ((S)-(7-((S*)-(1-cyanocyclopropyl)(2-(1-(trifluoromethyl)cyclopropyl)acetamido)methyl)imidazo[1,2-b]pyridazin-2-yl)(4,4-difluorocyclohexyl)methyl)carbamate